C(C)N(CC)C1=C(C(=CC=2OC3=CC=CC=C3C3(C12)OC(C1=CC=CC=C13)=O)C)NC=1C=C(C=CC1)C (diethylamino)-3'-methyl-2'-(m-tolylamino)-3H-spiro[isobenzofuran-1,9'-xanthene]-3-one